C(C)N1CCN(CC1)CC1=C(C=C(C=C1)NC(C1=CC(=C(C=C1)C)OC1=NC=NC(=C1)NC=1C=NN(C1)C)=O)C(F)(F)F N-(4-((4-ethylpiperazin-1-yl)methyl)-3-(trifluoro-methyl)phenyl)-4-methyl-3-((6-((1-methyl-1H-pyrazol-4-yl)amino)pyrimidin-4-yl)oxy)benzamide